N-[[2-(2-oxo-imidazolidin-1-yl)ethoxy]methyl]acrylamide O=C1N(CCN1)CCOCNC(C=C)=O